CC1=C(C(=CC=C1)C)[N+](=O)[O-] 1,3-dimethyl-2-nitrobenzene